C(C1=CC=CC=C1)OC(COCCOCCOCC(NCC(C)(C)C)=O)=O 14,14-dimethyl-11-oxo-3,6,9-trioxa-12-azapentadecane-1-oic acid benzyl ester